BrC=1C(=NN(C1C1=CN=NC=C1)C1=C(C=CC=C1)F)OCC(=O)OCC Ethyl {[4-bromo-1-(2-fluorophenyl)-5-(pyridazin-4-yl)-1H-pyrazol-3-yl]oxy}acetate